ClC=1C=C2CN(C(N(C2=CC1Cl)C1CCN(CC1)C1CCC(CC1)C(C)C)=O)CCN1CCOCC1 6,7-dichloro-1-(1-(4-isopropylcyclohexyl)piperidin-4-yl)-3-(2-morpholinoethyl)-3,4-dihydro-quinazolin-2(1H)-one